IC1=C(C(=CC(=C1)C(C(F)(F)F)(C(F)(F)F)F)OC(F)(F)F)NC(C1=C(C(=CC=C1)NO)F)=O N-(2-iodo-4-(perfluoropropane-2-yl)-6-(trifluoromethoxy)phenyl)-2-fluoro-3-(hydroxyamino)benzamide